C(C)(C)(C)OC(NC1=NC=C(C=N1)C(C)=O)=O N-(5-Acetylpyrimidin-2-yl)carbamic acid tert-butyl ester